N,N'-Di-[3-(p-methoxybenzenesulfonyloxy)phenyl]urea COC1=CC=C(C=C1)S(=O)(=O)OC=1C=C(C=CC1)NC(=O)NC1=CC(=CC=C1)OS(=O)(=O)C1=CC=C(C=C1)OC